6-Fluoro-N-[4-fluoro-5-[5-(1-hydroxycyclopropyl)-4H-1,2,4-triazol-3-yl]-2-methylphenyl]pyrazolo[1,5-a]pyridine-3-carboxamide FC=1C=CC=2N(C1)N=CC2C(=O)NC2=C(C=C(C(=C2)C2=NN=C(N2)C2(CC2)O)F)C